1-(2-(3-acetyl-1H-indol-1-yl)acetyl)piperidine-3-carboxylic acid C(C)(=O)C1=CN(C2=CC=CC=C12)CC(=O)N1CC(CCC1)C(=O)O